Cl.N[C@H](C(=O)NC)CC1CCOCC1 (S)-2-amino-N-methyl-3-(tetrahydro-2H-pyran-4-yl)propanamide hydrochloride